2-{[2,6-bis(2,6-dimethylphenyl)phenyl]-(2,6-dimethoxyphenyl)-phosphino}-benzoic acid CC1=C(C(=CC=C1)C)C1=C(C(=CC=C1)C1=C(C=CC=C1C)C)P(C1=C(C(=O)O)C=CC=C1)C1=C(C=CC=C1OC)OC